8,8'-(((4-(hydroxy-methyl)cyclohex-yl)methyl)azane-diyl)bis(N,N-didec-yloctanamide) OCC1CCC(CC1)CN(CCCCCCCC(=O)N(CCCCCCCCCC)CCCCCCCCCC)CCCCCCCC(=O)N(CCCCCCCCCC)CCCCCCCCCC